[Cl-].ClC(CN1CN(C=C1)C)CCCCCC 3-(2-chlorooctyl)-1-methylimidazole chloride